COC=1C=C(C=C(C1)C(F)(F)F)NC1=NC=C(C(=N1)NC1=CC=C2CCNCC2=C1)C=1C=NN(C1)CCO 2-(4-(2-(3-methoxy-5-(trifluoromethyl)phenylamino)-4-(1,2,3,4-tetrahydroisoquinolin-7-ylamino)pyrimidin-5-yl)-1H-pyrazol-1-yl)ethan-1-ol